(2-(4-chlorophenyl)-2H-indazole-3-carbonyl)glycine methyl ester COC(CNC(=O)C=1N(N=C2C=CC=CC12)C1=CC=C(C=C1)Cl)=O